N-((S)-(5-chloro-6-(trifluoromethyl)pyridin-2-yl)(trans-4-(trifluoromethyl)cyclohexyl)methyl)-3-oxopiperazine-1-carboxamide ClC=1C=CC(=NC1C(F)(F)F)[C@@H](NC(=O)N1CC(NCC1)=O)[C@@H]1CC[C@H](CC1)C(F)(F)F